8-(2-Methoxymethoxyethyl)-5-nitroisoquinoline COCOCCC=1C=CC(=C2C=CN=CC12)[N+](=O)[O-]